4-iodo-1-((1-(2-methoxyethyl)cyclohexyl)methyl)-5-methyl-1H-pyrazole IC=1C=NN(C1C)CC1(CCCCC1)CCOC